7-[3-(Dimethylamino)propoxy]-2-(4-ethyl-6-methylpyrazolo[1,5-a]pyrazin-2-yl)-4H-pyrido[1,2-a]pyrimidin-4-one CN(CCCOC=1C=CC=2N(C(C=C(N2)C2=NN3C(C(=NC(=C3)C)CC)=C2)=O)C1)C